5-hydroxy-1,3-dimethyl-7-(1-(tetrahydro-2H-pyran-4-carbonyl)piperidin-4-yl)quinolin-2(1H)-one OC1=C2C=C(C(N(C2=CC(=C1)C1CCN(CC1)C(=O)C1CCOCC1)C)=O)C